1,6-dibromo-3,8-bis(4-fluoro-2,6-dimethylphenyl)pyrene tert-butyl-(R)-3-(3-chloro-5-(1,3-diaminopropan-2-yl)phenyl)morpholine-4-carboxylate C(C)(C)(C)OC(=O)N1[C@@H](COCC1)C1=CC(=CC(=C1)C(CN)CN)Cl.BrC1=CC(=C2C=CC3=C(C=C(C4=CC=C1C2=C34)C3=C(C=C(C=C3C)F)C)Br)C3=C(C=C(C=C3C)F)C